tri(dimethylamino)methyl-silane CN(C)C(N(C)C)(N(C)C)[SiH3]